sodium sulphoxylate S([O-])[O-].[Na+].[Na+]